C(C=C)(=O)OCCOCCOCCOCCOCCOCCOC(C=C)=O hexaethyleneglycol diacrylate